3-bromo-5-((2,4-dichlorophenylimino)methyl)phenol BrC=1C=C(C=C(C1)C=NC1=C(C=C(C=C1)Cl)Cl)O